C(C)C1=C2C(=CC(=CC2=CC=C1F)O)C1=C(C=2N=C(N=C(C2C=N1)N1CCOC[C@@H](C1)CO)OC[C@]12CCCN2C[C@@H](C1)F)F 5-Ethyl-6-fluoro-4-(8-fluoro-2-(((2R,7aS)-2-fluorotetra-hydro-1H-pyrrolizin-7a(5H)-yl)-methoxy)-4-((S)-6-(hydroxymethyl)-1,4-oxazepan-4-yl)-pyrido[4,3-d]pyrimidin-7-yl)naphthalen-2-ol